N-Methyldiallylamine CN(CC=C)CC=C